ClC(=CC(F)(F)Cl)F 1,3-dichloro-1,3,3-trifluoropropene